ClC=1C=C(C=CC1Cl)N1N=C(CC1)NC(=O)[C@H]1N(C[C@H](C1)O)C(=O)OC(C)(C)C tert-butyl (2S,4S)-2-((1-(3,4-dichlorophenyl)-4,5-dihydro-1H-pyrazol-3-yl)carbamoyl)-4-hydroxypyrrolidine-1-carboxylate